tert-butyl (2R,5S)-5-(4-chlorobenzyl)-2-(1-(2,2,2-trifluoroethyl)-1H-1,2,3-triazol-4-yl)morpholine-4-carboxylate ClC1=CC=C(C[C@H]2CO[C@H](CN2C(=O)OC(C)(C)C)C=2N=NN(C2)CC(F)(F)F)C=C1